C1(CC1)N1C=C(C2=CC=CC=C12)C1=NC(=NC=C1)N 1-cyclopropyl-1H-indol-3-yl-pyrimidin-2-amine